N1(CCOCC1)C=1C=C(C=CC1)/C=C/C(=O)C=1C(=CC2=C(C=CC(O2)(C)C)C1O)OC (E)-3-(3-morpholinylphenyl)-1-(5-hydroxy-7-methoxy-2,2-dimethyl-2H-benzopyran-6-yl)prop-2-en-1-one